[(4-hydroxybutyl)azanediyl]di(hexane-6,1-diyl)bis(2-hexyl decanoate) OCCCCN(CCCCCCC(C(=O)[O-])(CCCCCCCC)CCCCCC)CCCCCCC(C(=O)[O-])(CCCCCCCC)CCCCCC